C\C(=C/C)\C=C(\C=C(\C=C\CC)/C)/C (E,E,E,E)-3,5,7-trimethyl-2,4,6,8-undecatetraene